C1(CC1)C=1OC2=C(C1)C(=CC=C2OC)C2=CC=C1C(NN(C1=C2)C)=O 6-(2-cyclopropyl-7-methoxybenzofuran-4-yl)-1-methyl-1,2-dihydro-3H-indazol-3-one